2-[1-[2-[4-[2-(4-Methylpiperazin-1-yl)-2-oxoethyl]anilino]-[1,2,4]triazolo[1,5-a]pyridin-8-yl]-3-[4-(trifluoromethyl)pyrazol-1-yl]azetidin-3-yl]acetonitril CN1CCN(CC1)C(CC1=CC=C(NC2=NN3C(C(=CC=C3)N3CC(C3)(N3N=CC(=C3)C(F)(F)F)CC#N)=N2)C=C1)=O